(S)-2-amino-3-(4-(2-amino-4-((R)-1-(4-chloro-2-(5,6-dihydro-2H-pyran-3-yl)phenyl)-2,2,2-trifluoroethoxy)thieno[3,2-d]pyrimidine-7-yl)phenyl)propionic acid hydrochloride Cl.N[C@H](C(=O)O)CC1=CC=C(C=C1)C1=CSC2=C1N=C(N=C2O[C@@H](C(F)(F)F)C2=C(C=C(C=C2)Cl)C=2COCCC2)N